C1(=CC=CC=C1)C1=NOC2(C1CCC2)O 3-phenyl-3a,4,5,6-tetrahydro-cyclopenta[d]isoxazol-6a-ol